FC1(CCN(CC1)C1=NC(=CC(=N1)NC(C1=C(C=C(C=C1)NS(=O)(=O)CC1(CC1)O)N1CCC2(CC2)CC1)=O)C)F N-(2-(4,4-difluoropiperidin-1-yl)-6-methylpyrimidin-4-yl)-4-(((1-hydroxycyclopropyl)methyl)sulphonamido)-2-(6-azaspiro[2.5]octan-6-yl)benzamide